NC1=C2C(=NC=N1)N(N=C2C(=O)O)C(C)(C)C 4-amino-1-(tert-butyl)-1H-pyrazolo[3,4-d]pyrimidine-3-carboxylic acid